methyl 7-(benzyloxy)-2,3-dihydro-[1,4]dioxino[2,3-h]isoquinoline-8-carboxylate C(C1=CC=CC=C1)OC1=C(N=CC=2C3=C(C=CC12)OCCO3)C(=O)OC